CN(CCCNC(C1=CN=C(C=C1)[18F])=O)C N-(3-(dimethylamino)propyl)-6-[18F]fluoronicotinamide